C(CC)OC=1C(C(=O)[O-])=CC=CC1 n-Propylsalicylat